N(=C=O)C1(CCCCC1)CC1(CCCCC1)N=C=O Bis(isocyanatocyclohexyl)methan